2-(2-fluorophenyl)-7-methyl-N-[(3S)-2-oxo-5-phenyl-1,3-dihydro-1,4-benzodiazepine-3-Yl]pyrazolo[1,5-a]pyrimidine-3-carboxamide FC1=C(C=CC=C1)C1=NN2C(N=CC=C2C)=C1C(=O)N[C@@H]1C(NC2=C(C(=N1)C1=CC=CC=C1)C=CC=C2)=O